(3-(4-amino-1-oxoisoindolin-2-yl)-2,6-dioxopiperidin-1-yl) methylnicotinate CC1=C(C(=O)ON2C(C(CCC2=O)N2C(C3=CC=CC(=C3C2)N)=O)=O)C=CC=N1